COC[C@H]1N2CC(C[C@]2(CC1)C(=O)OC)=C methyl (5S,7aR)-5-(methoxymethyl)-2-methylenetetrahydro-1H-pyrrolizine-7a(5H)-carboxylate